4-[2-chloro-6-methyl-1-(4-methylbenzenesulfonyl)-7-oxopyrrolo[2,3-c]pyridin-4-yl]-1-cyclopropyl-5-(2,6-dimethylphenoxy)pyridin-2-one ClC1=CC2=C(C(N(C=C2C2=CC(N(C=C2OC2=C(C=CC=C2C)C)C2CC2)=O)C)=O)N1S(=O)(=O)C1=CC=C(C=C1)C